BrC1=CC(=NC=C1C(=O)OC)Cl Methyl 4-bromo-6-chloronicotinate